IC1=NN(C=2C=CC3=C(C12)CCCO3)C3OCCCC3 1-Iodo-3-(tetrahydro-2H-pyran-2-yl)-3,7,8,9-tetrahydropyrano[3,2-e]indazole